1-(cis-3-(7-hydroxy-3,7-dihydro-[1,2]oxaborinino[5,6-d]pyrrolo[2,3-b]pyridin-9-yl)-4-methylpiperidin-1-yl)butan-1-one OB1OC=2C(=C3C(=NC2)NC=C3)C(=C1)[C@@H]1CN(CC[C@@H]1C)C(CCC)=O